Octadecanol-glutamic acid N[C@@H](CCC(=O)O)C(=O)O.C(CCCCCCCCCCCCCCCCC)O